BrC1=CC=C(C=C1)C=1NC2=CC=C(C=C2C1C1=NN=C(O1)O)F 5-[2-(4-bromophenyl)-5-fluoro-1H-indol-3-yl]-1,3,4-oxadiazol-2-ol